C(C1=CC=CC=C1)N1CC=CCC1 1-benzyl-5,6-dihydropyridine